4-amino-1-(2-ethoxy-4-((5-fluoro-2-methoxybenzamido)methyl)phenyl)-3-(1,1,1-trifluoropropan-2-yl)-1H-pyrazole-5-carboxamide NC=1C(=NN(C1C(=O)N)C1=C(C=C(C=C1)CNC(C1=C(C=CC(=C1)F)OC)=O)OCC)C(C(F)(F)F)C